N1C=C(C2=CC=CC=C12)C1=NC(=NC=C1C(F)(F)F)C1(CC(=C(C=C1)N(CC)CCN(C)C)N)N 4-(4-(1H-indol-3-yl)-5-(trifluoromethyl)pyrimidin-2-yl)-N1-(2-(dimethylamino)ethyl)-N1-ethylbenzene-1,2,4-triamine